N,N''-disecbutyl-N,N',N''-trimethyl(diethylenetriamine) C(C)(CC)N(CCN(CCN(C)C(C)CC)C)C